(4-((tert-butyldimethylsilyl)oxy)spiro[4.4]nonan-1-yl)methanol [Si](C)(C)(C(C)(C)C)OC1CCC(C12CCCC2)CO